chloro-5'-cyclopropyl-4''-((3,5-difluoropyridin-2-yl)methoxy)-3-(2-hydroxypropan-2-yl)-6''-methyl-2H,2''H-[1,2':4',1''-terpyridin]-2,2''-dione ClC1=C(C(N(C=C1)C1=NC=C(C(=C1)N1C(C=C(C=C1C)OCC1=NC=C(C=C1F)F)=O)C1CC1)=O)C(C)(C)O